Ethyl 3-amino-5-bromo-6-methylthieno[2,3-b]pyridine-2-carboxylate NC1=C(SC2=NC(=C(C=C21)Br)C)C(=O)OCC